1-[6-(4,4-difluoropiperidin-1-yl)-5-fluoropyridin-3-yl]-1,2,3-triazole-4-carboxylic acid Methyl-1-[6-(4,4-difluoropiperidin-1-yl)-5-fluoropyridin-3-yl]-1,2,3-triazole-4-carboxylate COC(=O)C=1N=NN(C1)C=1C=NC(=C(C1)F)N1CCC(CC1)(F)F.FC1(CCN(CC1)C1=C(C=C(C=N1)N1N=NC(=C1)C(=O)O)F)F